ClC1=CC=C(N=N1)N1C(NC2=C1C=CC=C2)=O 1-(6-chloropyridazin-3-yl)-1H-benzo[d]imidazol-2(3H)-one